6-[8-(1,3-benzothiazol-2-ylcarbamoyl)-3,4-dihydroisoquinolin-2(1H)-yl]pyridine-2-carboxylic acid S1C(=NC2=C1C=CC=C2)NC(=O)C=2C=CC=C1CCN(CC21)C2=CC=CC(=N2)C(=O)O